1-((2R,5S)-4-(6-chloro-2-(3-(dimethylamino)azetidin-1-yl)-8-fluoro-7-(1-isopropyl-6-methyl-1H-indazol-7-yl)quinazolin-4-yl)-2,5-dimethylpiperazin-1-yl)prop-2-en-1-one ClC=1C=C2C(=NC(=NC2=C(C1C=1C(=CC=C2C=NN(C12)C(C)C)C)F)N1CC(C1)N(C)C)N1C[C@H](N(C[C@@H]1C)C(C=C)=O)C